4-((2,2,2-Trifluoro-1-phenylethoxy)methyl)aniline FC(C(OCC1=CC=C(N)C=C1)C1=CC=CC=C1)(F)F